2-Methyl-N-(3-((4-methylpiperazin-1-yl)methyl)-1,2,4-thiadiazol-5-yl)-5-(3-(trifluoro-methoxy)phenyl)furan-3-carboxamide CC=1OC(=CC1C(=O)NC1=NC(=NS1)CN1CCN(CC1)C)C1=CC(=CC=C1)OC(F)(F)F